N-Cyclopropyl-3-((S)-3-cyclopropyl-2-((E)-3-(2,4-dichlorophenyl)acrylamido)propanamido)-2-oxo-4-((S)-2-oxopyrrolidin-3-yl)butanamid C1(CC1)NC(C(C(C[C@H]1C(NCC1)=O)NC([C@H](CC1CC1)NC(\C=C\C1=C(C=C(C=C1)Cl)Cl)=O)=O)=O)=O